CC=1SC=2N3C(=NN=C3[C@@H](N=C(C2C1C)C1=CC=C(C=C1)C#CCC1CCNCC1)CC=1OC=CN1)C 2-[[(9S)-4,5,13-trimethyl-7-[4-[3-(4-piperidyl)prop-1-ynyl]phenyl]-3-thia-1,8,11,12-tetrazatricyclo[8.3.0.02,6]trideca-2(6),4,7,10,12-pentaen-9-yl]methyl]oxazole